7-chloro-3-fluoro-1-methylpyrrolo[2,3-c]pyridine-2-carboxylic acid ClC=1N=CC=C2C1N(C(=C2F)C(=O)O)C